ClC1=NC=C(C(=C1)N1C(C=C(C=C1C1CC1)O)=O)C 2'-chloro-6-cyclopropyl-4-hydroxy-5'-methyl-2H-[1,4'-bipyridyl]-2-one